[Si](C)(C)(C(C)(C)C)O[C@H]1[C@@H](N([C@@H](C1)CO)C(=O)OC(C)(C)C)C tert-Butyl (2S,3R,5S)-3-[(tert-butyldimethylsilyl)oxy]-5-(hydroxymethyl)-2-methylpyrrolidine-1-carboxylate